3-hydroxy-1-oxo-8-azaspiro[4.5]decane-8-carboxylic acid tert-butyl ester C(C)(C)(C)OC(=O)N1CCC2(CC(CC2=O)O)CC1